C(#N)C1=CC=C(C=C1)C1=C(C(N(C2=NC=CC=C12)CCN1CCOCC1)=O)C(=O)NC1CC2(C1)CCC2 (4-cyanophenyl)-1-(2-morpholinylethyl)-2-oxo-N-(spiro[3.3]hept-2-yl)-1,2-dihydro-1,8-naphthyridine-3-carboxamide